C(C)(C)(C)OC(=O)N1C(CCCC1)Br bromopiperidine-1-carboxylic acid tert-butyl ester